N-methyl-trimethylsilyl-bis(trifluoromethylsulfonyl)hexamethyl-pyrrolidinium C[N+]1(C(C(C(C1(S(=O)(=O)C(F)(F)F)S(=O)(=O)C(F)(F)F)(C)[Si](C)(C)C)(C)C)(C)C)C